CNCCCC N-methylbutanamine